C1C(CC12CCNCC2)C=2C=NC1=CC=C(C=C1N2)OC=2C(=C(C=CC2F)C2N(CCC2OC)S(=O)(=O)N)C#N [3-[3-(7-azaspiro[3.5]nonan-2-yl)quinoxalin-6-yl]oxy-2-cyano-4-fluoro-phenyl]-3-methoxy-pyrrolidine-1-sulfonamide